(3-{3-[(tert-butoxycarbonyl)(methyl)amino]propoxy}pyridin-4-yl)boronic acid C(C)(C)(C)OC(=O)N(CCCOC=1C=NC=CC1B(O)O)C